COC1=NC=CC=C1N1N=C(C(=C1C)[N+](=O)[O-])OCCCO 3-((1-(2-methoxypyridin-3-yl)-5-methyl-4-nitro-1H-pyrazol-3-yl)oxy)propan-1-ol